perfluorosulfonic acid sodium salt [Na+].FS(=O)(=O)[O-]